NC1=C(N=CC(=N1)N1CCC2(CC1)C(CC1=C(C=CC=C12)OC)N)SC1=C(C(=NC=C1)N)Cl 1'-(6-amino-5-((2-amino-3-chloropyridin-4-yl)thio)pyrazin-2-yl)-4-methoxy-2,3-dihydrospiro[indene-1,4'-piperidin]-2-amine